(S)-N'-hydroxy-3-nitro-4-((oxetan-2-ylmethyl)amino)benzamidine ON=C(C1=CC(=C(C=C1)NC[C@H]1OCC1)[N+](=O)[O-])N